2,2',6,6'-tetramethyl-4,4'-Biphenol CC1=C(C(=CC(=C1)C1=CC(=C(C(=C1)C)O)C)C)O